N1CCC(CC1)C1=NOC=N1 4-piperidyl-1,2,4-oxadiazole